SC(C(=O)C1=C(C=CC=C1)C)C 2-mercapto-1-(o-tolyl)propan-1-one